1-(4-isopropyl-6-(4,4,5,5-tetramethyl-1,3,2-dioxaborolan-2-yl)quinolin-3-yl)cyclopentan-1-ol C(C)(C)C1=C(C=NC2=CC=C(C=C12)B1OC(C(O1)(C)C)(C)C)C1(CCCC1)O